[Si](C)(C)(C(C)(C)C)OC1(CN(C1)C(=O)OC(C)(C)C)C1=CC=C(C=C1)C=1C=CC=2N(C1)C(=CN2)C2=CC=C(C=C2)OC(C)C tert-butyl 3-[(tert-butyldimethylsilyl)oxy]-3-(4-{3-[4-(propan-2-yloxy)phenyl]imidazo[1,2-a]pyridin-6-yl}phenyl)azetidine-1-carboxylate